C1(CCCC1)OC cyclopentyl-methylether